5-(2-chloro-3-fluoro-phenyl)-1-[2-[4-(7-fluoro-2-oxo-4,5-dihydro-1H-1,3-benzodiazepin-3-yl)-1-piperidyl]-2-oxo-ethyl]-3-[(1R)-1-methyl-2-methylsulfonyl-ethyl]pyrimidine-2,4-dione ClC1=C(C=CC=C1F)C=1C(N(C(N(C1)CC(=O)N1CCC(CC1)N1C(NC2=C(CC1)C=C(C=C2)F)=O)=O)[C@@H](CS(=O)(=O)C)C)=O